((2-(trimethylsilyl)ethoxy)methyl)-1H-indazole C[Si](CCOCN1N=CC2=CC=CC=C12)(C)C